ethyl 2-ethyl-4-oxo-5H-pyrazolo[3,4-d]pyridazine-7-carboxylate C(C)N1N=C2C(=NNC(C2=C1)=O)C(=O)OCC